4-(6-fluoropyridin-3-yl)-6-(2-hydroxy-2-methylpropylsulfamoyl)pyrazolo[1,5-a]pyridine-3-carbonitrile FC1=CC=C(C=N1)C=1C=2N(C=C(C1)S(NCC(C)(C)O)(=O)=O)N=CC2C#N